ethyl 5-(7-bromo-2-chloro-6,8-difluoro-quinazolin-4-yl)-4,6,7,8-tetrahydropyrazolo[1,5-a][1,4]diazepine-2-carboxylate BrC1=C(C=C2C(=NC(=NC2=C1F)Cl)N1CC=2N(CCC1)N=C(C2)C(=O)OCC)F